2-(4-amino-6-methyl-9H-pyrimido[4,5-b]indol-9-yl)propionic acid NC1=NC=NC=2N(C3=CC=C(C=C3C21)C)C(C(=O)O)C